O1CCC(=CC1)C1=NN2C(N(C(=C(C2=O)N2CCN(CC2)C(C2=C(C=CC(=C2)F)O)=O)CC)CC(=O)NC2=C(C=C(C=C2)C(F)(F)F)C)=N1 2-(2-(3,6-dihydro-2H-pyran-4-yl)-5-ethyl-6-(4-(5-fluoro-2-hydroxybenzoyl)piperazin-1-yl)-7-oxo-[1,2,4]triazolo[1,5-a]pyrimidin-4(7H)-yl)-N-(2-methyl-4-(trifluoromethyl)phenyl)acetamide